2-methoxy-6-morpholino-N-(3-(1-(trifluoromethyl)cyclopropyl)propyl)-1H-benzo[d]Imidazole-1-carboxamide COC1=NC2=C(N1C(=O)NCCCC1(CC1)C(F)(F)F)C=C(C=C2)N2CCOCC2